COC([C@H](C[C@H]1C(NC2(CC2)CO1)=O)NC(=O)OC(C)(C)C)=O (S)-2-((tert-butoxycarbonyl)amino)-3-((S)-5-oxo-7-oxa-4-azaspiro[2.5]oct-6-yl)propanoic acid methyl ester